6-((3-methyl-4-(4-methylpiperazin-1-yl)phenyl)amino)-1,2-dihydro-3H-pyrazolo[3,4-d]Pyrimidin-3-one CC=1C=C(C=CC1N1CCN(CC1)C)NC1=NC=C2C(=N1)NNC2=O